C(C)(C)(C)OC(=O)N1[C@H](C[C@@H](C1)OC=1C=C2CN(C(C2=CC1)=O)C1C(N(C(CC1)=O)CC1=CC=C(C=C1)OC)=O)C (2S,4S)-4-((2-(1-(4-methoxyphenylmethyl)-2,6-dioxopiperidin-3-yl)-1-oxoisoindolin-5-yl)oxy)-2-methylpyrrolidine-1-carboxylic acid tert-butyl ester